CN1N=C(C=C1S(=O)(=O)N1C[C@@H]2CN(C[C@@H]2C1)C1CCOCC1)C (3aR,6aS)-2-((1,3-dimethyl-1H-pyrazol-5-yl)sulfonyl)-5-(tetrahydro-2H-pyran-4-yl)octahydropyrrolo[3,4-c]pyrrole